Syn-4,4''-dibutoxy-5'-(4-butoxy-5-formyl-2-methoxyphenyl)-6,6''-dimethoxy-2',4',6'-trimethyl-[1,1':3',1''-terphenyl]-3,3''-dicarbaldehyde C(CCC)OC1=C(C=C(C(=C1)OC)C1=C(C(=C(C(=C1C)C1=C(C=C(C(=C1)C=O)OCCCC)OC)C)C1=CC(=C(C=C1OC)OCCCC)C=O)C)C=O